FC(C=1C=C(C=CC1F)C=1C=C2C(=NC1)C=NN2CC=2C=NC(=CC2)F)F 6-(3-(Difluoromethyl)-4-fluorophenyl)-1-((6-fluoropyridin-3-yl)methyl)-1H-pyrazolo[4,3-b]pyridine